O=C1C2=C(NC=N1)C(=CN2)C(=O)OCC ethyl 4,5-dihydro-4-oxo-1H-pyrrolo[3,2-D]pyrimidine-7-carboxylate